CC1=CC=C2C(C=C(NC2=C1)C1=CC=CC=C1)=O 7-methyl-2-phenyl-4(1H)-quinolone